CC=1C(=NC=CC1)C=1OC(=NN1)N1[C@H](C2=C(CC1)NC=N2)C2=NN1C(C=CC=C1)=C2 (R)-2-(3-methylpyridin-2-yl)-5-(4-(pyrazolo[1,5-a]pyridin-2-yl)-1,4,6,7-tetrahydro-5H-imidazo[4,5-c]pyridin-5-yl)-1,3,4-oxadiazole